OCCN(C(=O)C1=CC2=C(N=CC1)C=CC=C2)CCC N-(2-hydroxyethyl)-N-propyl-3H-benzo[b]azepin-4-carboxamide